BrC=1C=C(C=CC1)C(C(=O)NN)C1CCC1 2-(3-bromophenyl)-2-cyclobutyl-acetic acid hydrazide